4-[(6-bromo-4-chloro-3-quinolyl)sulfonyl]Morpholine BrC=1C=C2C(=C(C=NC2=CC1)S(=O)(=O)N1CCOCC1)Cl